CN(CCCNC(C1=CC=C(C=C1)C=1C=C2C=CC=NC2=C(C1F)O)=O)C N-(3-(dimethylamino)propyl)-4-(7-fluoro-8-hydroxyquinolin-6-yl)benzamide